rel-N-[(3R)-6-cyano-4-fluoro-2,3-dihydro-1-benzofuran-3-yl]-2-(5-cyano-6-fluoro-2-oxo-1,4-dihydroquinazolin-3-yl)acetamide C(#N)C1=CC2=C([C@H](CO2)NC(CN2C(NC3=CC=C(C(=C3C2)C#N)F)=O)=O)C(=C1)F |o1:6|